C1=CC(=CC(=C1)C(F)(F)F)C(=O)NC2=CC=C(C=C2)F N-(4-fluorophenyl)-3-(trifluoromethyl)benzamide